ClC1=C(C2=C(N=N1)N(CC2)C=2SC(=C(N2)C(=O)OC)CCCOC2=C(C=C(C=C2)I)F)C methyl 2-(3-chloro-4-methyl-5,6-dihydropyrrolo[2,3-c]pyridazin-7-yl)-5-[3-(2-fluoro-4-iodo-phenoxy)propyl]thiazole-4-carboxylate